2-(1-methylpiperidin-4-yl)cyclopropan-1-amine CN1CCC(CC1)C1C(C1)N